FC=1C=C(CNC2=C3N=CN(C3=NC=N2)[C@H]2[C@@H](O)[C@H](O)[C@H](O2)CO)C=C(C1)C(F)(F)F 6-(3-Fluoro-5-(trifluoromethyl)benzylamino)-9-β-D-arabinofuranosylpurin